C(CC)[Bi](=N)(CCC)CCC tripropyl-λ5-bismuthanimine